(1r,4r)-4-(3-chloroanilino)-2'-cyclopentyl-2',3'-dihydrospiro[cyclohexane-1,1'-indene]-4-carboxylic acid ClC=1C=C(NC2(CCC3(C(CC4=CC=CC=C34)C3CCCC3)CC2)C(=O)O)C=CC1